FC=1C=C2C=C(C(NC2=CC1)=O)C=1N=NN(C1)C1=CC=C(C=C1)C(=O)N1[C@H](CNCC1)CO 6-fluoro-3-{1-[4-((R)-2-hydroxymethyl-piperazine-1-carbonyl)-phenyl]-1H-[1,2,3]triazol-4-yl}-1H-quinolin-2-one